C(#N)C(C(=O)OCC)=NO Ethyl Cyano(hydroxyimino)acetate